2-bromo-N-(3-((3,4-dimethylphenyl)sulfonamido)phenyl)-5-methoxybenzamide BrC1=C(C(=O)NC2=CC(=CC=C2)NS(=O)(=O)C2=CC(=C(C=C2)C)C)C=C(C=C1)OC